N-[4-[[3-[2-[(1r,4r)-(4-Aminocyclohexyl)amino]pyrimidin-4-yl]-4-pyridyl]oxy]-3-fluorophenyl]2-tert-butylbenzenesulfonamide NC1CCC(CC1)NC1=NC=CC(=N1)C=1C=NC=CC1OC1=C(C=C(C=C1)NS(=O)(=O)C1=C(C=CC=C1)C(C)(C)C)F